C(C)(C)(C)C1=CC=C(C=C1)CN1C(CCC1=O)CC(=O)NC(C)CCC(C)C 2-[1-[(4-tert-butylphenyl)methyl]-5-oxopyrrolidin-2-yl]-N-(5-methylhexan-2-yl)acetamide